(S)-3-(6-(6-(cyclopentyl(methyl)amino)-4-((methylamino)methyl)-1-oxo-1,3-dihydro-2H-pyrrolo[3,4-c]pyridin-2-yl)pyridin-2-yl)-4-methyloxazolidin-2-one C1(CCCC1)N(C1=CC2=C(C(=N1)CNC)CN(C2=O)C2=CC=CC(=N2)N2C(OC[C@@H]2C)=O)C